1-(4-hydroxyphenyl)-3-(2-tolyl)-2-propen-1-one OC1=CC=C(C=C1)C(C=CC1=C(C=CC=C1)C)=O